2-((5-(hydroxymethyl)-4-iodo-1-methyl-1H-pyrazol-3-yl)oxy)acetonitrile OCC1=C(C(=NN1C)OCC#N)I